C(C1CO1)OCCC[Si](OCC)(C)C 3-glycidoxypropyl-dimethylethoxysilane